BrCC1(CC1)S(=O)(=O)C1(CC1)CCO[Si](C(C)C)(C(C)C)C(C)C (2-(1-((1-(bromomethyl)cyclopropyl)sulfonyl)cyclopropyl)ethoxy)triisopropylsilane